benzyl 4-[2-methylsulfanyl-6-(naphthalene-1-carbonylamino)pyrimidin-4-yl]piperazine-1-carboxylate CSC1=NC(=CC(=N1)N1CCN(CC1)C(=O)OCC1=CC=CC=C1)NC(=O)C1=CC=CC2=CC=CC=C12